1,2,3-thiadiazol-5-yl-urea S1N=NC=C1NC(=O)N